N-[(1R)-1-(5-Methylpyrazin-2-yl)ethyl]-3-(5-methyl-1,3-thiazol-2-yl)-5-(1,3-thiazol-2-yloxy)benzamide methyl-4-bromobutyrate COC(CCCBr)=O.CC=1N=CC(=NC1)[C@@H](C)NC(C1=CC(=CC(=C1)OC=1SC=CN1)C=1SC(=CN1)C)=O